4-fluoro-N-[(3R,4S)-4-fluoro-1-(4-fluorobenzoyl)pyrrolidin-3-yl]benzamide FC1=CC=C(C(=O)N[C@@H]2CN(C[C@@H]2F)C(C2=CC=C(C=C2)F)=O)C=C1